3,4-dihydroxy-benzonitrile OC=1C=C(C#N)C=CC1O